4-fluoro-N-(quinolin-8-yl)-2-vinyl-benzamide FC1=CC(=C(C(=O)NC=2C=CC=C3C=CC=NC23)C=C1)C=C